C1(CCC1)OC=1C=C2C(=NNC(C2=CC1)=O)CC1=CC(=C(C=C1)F)C(=O)N1CC2CCC(C1)N2C(=O)C2CC2 6-Cyclobutoxy-4-(3-(8-(cyclopropanecarbonyl)-3,8-diazabicyclo[3.2.1]octane-3-carbonyl)-4-fluorobenzyl)phthalazin-1(2H)-one